2-(3-aminopropyl)-3-ethylcarbodiimide NCCCCCN=C=N